C(C)(C)(C)OC(=O)N(CCOCCOCCOC/C=C/C(=O)OCC)C(=O)OC(C)(C)C ethyl (E)-4-[2-[2-[2-[bis(tert-butoxycarbonyl)amino]ethoxy]ethoxy] ethoxy]but-2-enoate